1,2-diethyl-3-hydroxy-4-pyridone C(C)N1C(=C(C(C=C1)=O)O)CC